tert-butyl N-[1-[1-[1-[1-[(4-methoxyphenyl) methyl]-2,6-dioxo-3-piperidyl]-3-methyl-2-oxo-benzimidazol-5-yl]-4-piperidyl]-4-piperidyl]carbamate COC1=CC=C(C=C1)CN1C(C(CCC1=O)N1C(N(C2=C1C=CC(=C2)N2CCC(CC2)N2CCC(CC2)NC(OC(C)(C)C)=O)C)=O)=O